5-(4-t-butylphenyl)-pyrazoline C(C)(C)(C)C1=CC=C(C=C1)C1C=CNN1